ClC1=CC2=C(C(=N1)OCC)C=NN2CC(=O)NO (6-chloro-4-ethoxy-1H-pyrazolo[4,3-c]pyridin-1-yl)-N-hydroxyacetamide